ethyl 1-[(2S)-butan-2-yl]-1H-imidazole-4-carboxylate C[C@@H](CC)N1C=NC(=C1)C(=O)OCC